COC1=CC=C(C=C1)CN(S(=O)(=O)C1=CC(=C(C=C1)NC[C@@H](C)C1=CC=CC=C1)C=1N=CN(C1)C)C N-[(4-methoxyphenyl)methyl]-N-methyl-3-(1-methylimidazol-4-yl)-4-[[(2S)-2-phenylpropyl]amino]benzenesulfonamide